FC1=C(C(=C(C=C1)NC(=O)NC1=CC=CC=C1)F)F trifluorodiphenylurea